BrC1=C2C(N3C(=NC2=CC=C1)C(C1=CC(=CC=C13)F)=O)=O 1-bromo-8-fluoroindolo[2,1-b]quinazoline-6,12-dione